4-methoxybenzaldehyde dimethyl acetal COC(C1=CC=C(C=C1)OC)OC